3-{1-[3-(4-methyl-piperazine-1-carbonyl)-phenyl]-1H-[1,2,3]triazol-4-yl}-1H-quinolin-2-one CN1CCN(CC1)C(=O)C=1C=C(C=CC1)N1N=NC(=C1)C=1C(NC2=CC=CC=C2C1)=O